N-methyl-2-oxazol-2-yl-sulfanyl-propanamide CNC(C(C)(C=1OC=CN1)S)=O